FC(=CC(=O)O)F 3,3-difluoro-2-propenoic acid